C(CCCCCC)CO heptyl-methanol